6-fluoropyridin-2-amine FC1=CC=CC(=N1)N